tert-butyl (2S,4R)-2-(dimethylcarbamothioyl)-4-hydroxypyrrolidine-1-carboxylate CN(C(=S)[C@H]1N(C[C@@H](C1)O)C(=O)OC(C)(C)C)C